N-(3-chlorophenyl)-N-methyl-3-[3-{4-(trifluoromethoxy)phenyl}-1,2,4-oxadiazol-5-yl]propanamide ClC=1C=C(C=CC1)N(C(CCC1=NC(=NO1)C1=CC=C(C=C1)OC(F)(F)F)=O)C